C(#N)C1=CC(=C(OC\C(\CNC(OC(C)(C)C)=O)=C\F)C=C1)F tert-butyl (E)-(2-((4-cyano-2-fluorophenoxy)methyl)-3-fluoroallyl)carbamate